1-(trans-4-((5-cyanopyridin-2-yl)amino)cyclohexyl)-3-(4-fluorobenzyl)-1-(4-(1-methyl-1H-pyrazol-4-yl)phenyl)urea C(#N)C=1C=CC(=NC1)N[C@@H]1CC[C@H](CC1)N(C(=O)NCC1=CC=C(C=C1)F)C1=CC=C(C=C1)C=1C=NN(C1)C